C(CC)C=1C=C(C=CC1OC1=CC=C(C=C1)N1C(C=CC1=O)=O)C(C)(C)C1=CC(=C(C=C1)OC1=CC=C(C=C1)N1C(C=CC1=O)=O)CCC 2,2-bis(3-propyl-4-(4-maleimidophenoxy)phenyl)propane